N-((1r,3r)-3-(2-oxo-2,3-dihydro-1H-benzo[d]imidazol-1-yl)cyclobutyl)-2-(4-(trifluoromethyl)phenyl)acetamide O=C1NC2=C(N1C1CC(C1)NC(CC1=CC=C(C=C1)C(F)(F)F)=O)C=CC=C2